Cl.NCC=1C=C2CN(C(C2=CC1)=O)C1C(NC(CC1)=O)=O 3-[5-(Aminomethyl)-1-oxo-3H-isoindol-2-yl]piperidine-2,6-dione hydrochloride